N-tertiary butyl-carbonyl-3-piperidone C(C)(C)(C)C(=O)N1CC(CCC1)=O